7-(5-(5-(3,9-diazaspiro[5.5]undecan-3-yl)-1,3,4-thiadiazol-2-yl)-4-(isopropylamino)pyridin-2-yl)pyrrolo[1,2-b]pyridazine-3-carbonitrile C1CN(CCC12CCNCC2)C2=NN=C(S2)C=2C(=CC(=NC2)C2=CC=C1N2N=CC(=C1)C#N)NC(C)C